CN1C(C=CC(=C1)N1C(C2=C(C=C1)C(=CN2)C2=NC(=NC=C2C(F)(F)F)NC2CNCCC2)=O)=O 1-methyl-5-[7-oxo-3-(2-{[piperidin-3-yl]amino}-5-(trifluoromethyl)pyrimidin-4-yl)-1H,6H,7H-pyrrolo[2,3-c]pyridin-6-yl]-1,2-dihydropyridin-2-one